4-(4-((2-Amino-4-(butylamino)-5-oxopyrido[4,3-d]pyrimidin-6(5H)-yl)methyl)benzyl)piperazine NC=1N=C(C2=C(N1)C=CN(C2=O)CC2=CC=C(CN1CCNCC1)C=C2)NCCCC